CC1(OB(OC1(C)C)C1=CC(=NC=C1)NC(=O)N1CCCC1)C N-(4-(4,4,5,5-tetramethyl-1,3,2-dioxaborolan-2-yl)pyridin-2-yl)pyrrolidine-1-carboxamide